CC1=CC(C(=NN1C1=CC=CC=C1)C(=O)NC=1C(=NOC1)C)=O 6-methyl-N-(3-methylisoxazol-4-yl)-4-oxo-1-phenyl-1,4-dihydropyridazine-3-carboxamide